(2S,4R)-1-[(2S)-2-amino-3,3-dimethyl-butanoyl]-4-hydroxy-N-[[2-hydroxy-4-(4-methylthiazol-5-yl)phenyl]methyl]pyrrolidine-2-carboxamide N[C@H](C(=O)N1[C@@H](C[C@H](C1)O)C(=O)NCC1=C(C=C(C=C1)C1=C(N=CS1)C)O)C(C)(C)C